BrC1=NC(=C(C(=N1)NCCCOC1=NC(=CC=C1[N+](=O)[O-])N1CC2(C1)CC(C2)OC)Cl)NC 2-bromo-5-chloro-N4-(3-((6-(6-methoxy-2-azaspiro[3.3]hept-2-yl)-3-Nitropyridin-2-yl)oxy)propyl)-N6-methylpyrimidine-4,6-diamine